[2-[5-(trifluoromethyl)-2-thienyl]ethoxy]tetrahydropyran FC(C1=CC=C(S1)CCOC1OCCCC1)(F)F